C(C)C(COB(OCC(CCCC)CC)OCC(CCCC)CC)CCCC tris(2-ethylhexyloxy)borane